C[Si](N1C=NC=C1)(C)C 1-(trimethylsilyl)-1H-imidazole